2-[[(1R)-1-[3,6-Dimethyl-4-oxo-2-(3-pyridyl)chromen-8-yl]ethyl]amino]-N-methyl-benzamide CC1=C(OC2=C(C=C(C=C2C1=O)C)[C@@H](C)NC1=C(C(=O)NC)C=CC=C1)C=1C=NC=CC1